NC1=NC2=CC=C(C=C2C=N1)C=1C=C(C=CC1C)C1=C(C(=O)N)C=CC=C1C(F)(F)F (3-(2-aminoquinazolin-6-yl)-4-methylphenyl)-3-(trifluoromethyl)benzamide